ethyl 5-(benzyloxy)-2-methylfuro[2,3-c]pyridine-3-carboxylate C(C1=CC=CC=C1)OC=1C=C2C(=CN1)OC(=C2C(=O)OCC)C